C1(CC1)S(=O)(=O)N1N=CC(=C1)C1=NC=C(C(=N1)NC1=NC=C(C(=C1)NC1CCC(CC1)(O)C)C1=NN(C=C1)CC(F)F)F (1s,4s)-4-((2-((2-(1-(Cyclopropylsulfonyl)-1H-pyrazol-4-yl)-5-fluoropyrimidin-4-yl)amino)-5-(1-(2,2-difluoroethyl)-1H-pyrazol-3-yl)pyridin-4-yl)amino)-1-methylcyclohexan-1-ol